C(C)(C)(C)OC(=O)N1CC(CCC1)CC#CCOC1=C(C(=CC(=C1)C(N)=O)[N+](=O)[O-])Cl 3-(4-(5-carbamoyl-2-chloro-3-nitrophenoxy)but-2-yn-1-yl)piperidine-1-carboxylic acid tert-butyl ester